[5-[3-chloro-6-fluoro-2-[2-(p-tolyl)ethyl]phenyl]-1,3-dimethyl-6-oxo-pyridazin-4-yl] 2-methylpropanoate CC(C(=O)OC=1C(=NN(C(C1C1=C(C(=CC=C1F)Cl)CCC1=CC=C(C=C1)C)=O)C)C)C